C(C1=CC=CC=C1)(=O)ON=C(C(=O)C1=CC=C(C=C1)C(C1=CC=CC=C1)=O)CCCCCC 1-[4-(benzoyl)phenyl]-octane-1,2-dione-2-(O-benzoyl oxime)